NC1=CC=C(C=N1)N1N=CC(=C1C(F)(F)F)C(=O)NC=1C=NC(=C(C1)C#N)N1N=CC=N1 (6-aminopyridin-3-yl)-N-(5-cyano-6-(2H-1,2,3-triazol-2-yl)pyridin-3-yl)-5-(trifluoromethyl)-1H-pyrazole-4-carboxamide